3-bromo-N,N-dimethyl-isoquinolin-5-amine BrC=1N=CC=2C=CC=C(C2C1)N(C)C